4-{3-Methoxy-4-[(2-methoxyphenyl)methoxy]phenyl}-2H,4H,5H,6H,7H-pyrazolo[3,4-b]pyridin-6-one COC=1C=C(C=CC1OCC1=C(C=CC=C1)OC)C1C=2C(NC(C1)=O)=NNC2